(E)-4-chlorobenzaldehyde O-(2-chloro-6-((4,6-dimethoxypyrimidin-2-yl)thio)benzoyl) oxime ClC1=C(C(=O)O\N=C\C2=CC=C(C=C2)Cl)C(=CC=C1)SC1=NC(=CC(=N1)OC)OC